C(=O)NC=1C=C(C(C(=O)OC)=CC1)C(=O)OC Dimethyl 4-formamidophthalate